C(=O)(OC(C)(C)C)N[C@H](CCCN)C(=O)O Boc-D-ornithine